C(#N)C1(CCOCC1)C1=C(C=C(C=C1)NC(C(NC(=O)C=1C(=NOC1)C)C1CCCCCCC1)=O)C N-[4-(4-Cyanotetrahydropyran-4-yl)-3-methylphenyl]-2-cyclooctyl-2-[(3-methylisoxazol-4-yl)formamido]acetamide